tris(2,4-di(t-butyl) phenyl) phosphite P(OC1=C(C=C(C=C1)C(C)(C)C)C(C)(C)C)(OC1=C(C=C(C=C1)C(C)(C)C)C(C)(C)C)OC1=C(C=C(C=C1)C(C)(C)C)C(C)(C)C